tert-Butyl (S)-(1-(4-(2,4-dimethylthiazol-5-yl)phenyl)ethyl)carbamate CC=1SC(=C(N1)C)C1=CC=C(C=C1)[C@H](C)NC(OC(C)(C)C)=O